1-methyl-N-(3-(N-methyl-N-phenylsulfamoyl)phenyl)-6-oxo-1,6-dihydropyridazine-3-carboxamide CN1N=C(C=CC1=O)C(=O)NC1=CC(=CC=C1)S(N(C1=CC=CC=C1)C)(=O)=O